C[C@@]12[C@](C[C@@H](O1)N3C4=CC=CC=C4C5=C6C(=C7C8=CC=CC=C8N2C7=C53)CNC6=O)(C(=O)OC)O The molecule is a organic heterooctacyclic compound that is a potent inhibitor of protein kinase C and is isolated from Nocardiopsis sp K-252a It has a role as an EC 2.7.11.13 (protein kinase C) inhibitor, an antimicrobial agent, a tropomyosin-related kinase B receptor antagonist and a bacterial metabolite. It is an organic heterooctacyclic compound, a bridged compound, a gamma-lactam and a methyl ester.